(3E)-6-(pentyloxymethoxy)-3-hexenylmagnesium bromide C(CCCC)OCOCC/C=C/CC[Mg]Br